methyl 2-(chloromethyl)-2-ethyl-propanedioate ClCC(C(=O)OC)(C(=O)[O-])CC